C(CCC)[Sn](OC)(CCCC)CCCC tributyl-methoxytin